C(#N)C=1C(=NC(=C(C1CC)C#N)N1CCC(CC1)NC1CCC1)SC(C(=O)N)C1=CC=CC=C1 2-((3,5-dicyano-6-(4-(cyclobutylamino)piperidin-1-yl)-4-ethylpyridin-2-yl)thio)-2-phenylacetamide